C(C1=CC=CC=C1)C1(C(OC(OC1=O)(C)C)=O)C1=CC(=C(C=2N1N=CN2)C(=O)OC)Cl methyl 5-(5-benzyl-2,2-dimethyl-4,6-dioxo-1,3-dioxan-5-yl)-7-chloro-[1,2,4]triazolo[1,5-a]pyridine-8-carboxylate